(1R,3S)-3-(3-(2-(3-(benzyloxy)-2-(1,3-dioxolan-2-yl)phenoxy)acetamido)-1H-pyrazol-5-yl)cyclopentyl (1-methylcyclobutyl)carbamate CC1(CCC1)NC(O[C@H]1C[C@H](CC1)C1=CC(=NN1)NC(COC1=C(C(=CC=C1)OCC1=CC=CC=C1)C1OCCO1)=O)=O